C(#C)C=1C(=CC=C2C=C(C=C(C12)C1=C(C=2N=C(N=C(C2C=N1)N1C[C@@](CCC1)(O)C)OCC1(CC1)CO)F)OCOC)F (3R)-1-[7-[8-Ethynyl-7-fluoro-3-(methoxymethoxy)-1-naphthyl]-8-fluoro-2-[[1-(hydroxymethyl)cyclopropyl]methoxy]pyrido[4,3-d]pyrimidin-4-yl]-3-methyl-piperidin-3-ol